((4-(tert-butoxycarbonyl)piperazin-2-yl)methoxy)-6-chloro-2-(4-(dimethylamino)piperidin-1-yl)nicotinic acid C(C)(C)(C)OC(=O)N1CC(NCC1)COC=1C(=NC(=C(C(=O)O)C1)N1CCC(CC1)N(C)C)Cl